5,7-dihydroxychromenylium OC1=C2C=CC=[O+]C2=CC(=C1)O